2-[1-[4-[(2,4-dioxohexahydropyrimidin-1-yl)methyl]phenyl]-4-hydroxy-4-piperidyl]acetic acid hydrochloric acid salt Cl.O=C1N(CCC(N1)=O)CC1=CC=C(C=C1)N1CCC(CC1)(O)CC(=O)O